C(C)(C)(C)OC(=O)N1[C@H](CN(C[C@H]1C)C1=NC(N2C3=C(C(=C(C=C13)C(F)(F)F)Cl)SCC(C2)C2=CC=C(C=C2)F)=O)C (2s,6r)-4-(11-chloro-3-(4-fluorophenyl)-6-oxo-10-(trifluoromethyl)-3,4-dihydro-2h,6h-[1,4]thiazepino[2,3,4-ij]quinazolin-8-yl)-2,6-dimethylpiperazine-1-carboxylic acid tert-butyl ester